[Cu].[W].[Ag] silver-tungsten copper